4-((5-(1-(2-(3-Mercapto-3-methylbutanoyl)hydrazineylidene)ethyl)pyridin-2-yl)oxy)butanoic acid SC(CC(=O)NN=C(C)C=1C=CC(=NC1)OCCCC(=O)O)(C)C